(+)-Bornyl p-Coumarate CC1(C2CCC1(C(C2)OC(=O)/C=C/C3=CC=C(C=C3)O)C)C